n-tricosylethylenediamine C(CCCCCCCCCCCCCCCCCCCCCC)NCCN